C(CCC)[C@]1([C@](C2=C(C(=C(C=C2C=C1C(=O)O)OC)O)OC)(C1=CC(=C(C(=C1)OC)O)OC)CCCC)C(=O)O dibutyl-(1S,2R)-7-hydroxy-1-(4-hydroxy-3,5-dimethoxyphenyl)-6,8-dimethoxy-1,2-dihydronaphthalene-2,3-dicarboxylic acid